3-Hydroxy-6-methyl-2,3-dihydro-1H-inden-4-yl dimethylcarbamate CN(C(OC1=C2C(CCC2=CC(=C1)C)O)=O)C